ClC1=C(C=C(C=C1C(F)(F)F)C(F)(F)F)NS(=O)(=O)C1=C(C=C(C=C1C)C(C)(C)C)C N-(2-chloro-3,5-bis(trifluoromethyl)phenyl)-4-(tert-butyl)-2,6-dimethylbenzene-sulfonamide